2-(4-(4-hydroxy-3-(allyl)benzyl)-3,5-dimethyl-phenyl)-3,5-dioxo-2,3,4,5-tetrahydro-1,2,4-triazine-6-carbonitrile OC1=C(C=C(CC2=C(C=C(C=C2C)N2N=C(C(NC2=O)=O)C#N)C)C=C1)CC=C